C1(=CC=CC=C1)C(CCC=1SC=CC1)=O 1-phenyl-3-(thien-2-yl)-1-propanone